4-[5-(2-aminoethyl)pyrimidin-2-yl]-3-[5-methyl-1-(2-methylpropyl)pyrazol-4-yl]oxybenzonitrile NCCC=1C=NC(=NC1)C1=C(C=C(C#N)C=C1)OC=1C=NN(C1C)CC(C)C